2',4'-Difluoroacetophenone FC1=C(C=CC(=C1)F)C(C)=O